tris(2,4-ditert-butylphenyl) Phosphite P(OC1=C(C=C(C=C1)C(C)(C)C)C(C)(C)C)(OC1=C(C=C(C=C1)C(C)(C)C)C(C)(C)C)OC1=C(C=C(C=C1)C(C)(C)C)C(C)(C)C